tripropylene glycol monomethacrylate C(C(=C)C)(=O)O.CC(COC(C)COC(C)CO)O